IC1=C(SC=C1)C=O 3-IODOTHIOPHENE-2-CARBALDEHYDE